3-formylphenyl trifluoromethanesulfonate FC(S(=O)(=O)OC1=CC(=CC=C1)C=O)(F)F